ClC1=C(C(=O)NC=2C(=NNC2)C(=O)NC2CCN(CC2)CC=2C=C3C(N(C(C3=C(C2)F)=O)C2C(NC(CC2)=O)=O)=O)C(=CC=C1)Cl 4-(2,6-dichlorobenzamido)-N-(1-((2-(2,6-dioxopiperidin-3-yl)-7-fluoro-1,3-dioxoisoindolin-5-yl)methyl)piperidin-4-yl)-1H-pyrazole-3-carboxamide